CN1CCC(CC1)NC1=C2C=CN(C2=CC(=C1)C1=CC=C(C=C1)CNC=1C=C2CCN(CC2=CC1)C(=O)OC(C)(C)C)CC(F)(F)F tert-butyl 6-[[4-[4-[(1-methyl-4-piperidyl)amino]-1-(2,2,2-trifluoroethyl)indol-6-yl]phenyl]methylamino]-3,4-dihydro-1H-isoquinoline-2-carboxylate